CN1N=NN=C1C1(C(C=CC=C1)N)N 1-(1-methyl-1H-tetrazol-5-yl)benzene-1,2-diamine